C(CCCCCC(C)C)OC(CCCCCC(C)C)=O ISONONYLISONONANOAT